7-(3,5-dichlorophenyl)-2-(ethylthio)pyrazolo[1,5-a]pyrimidine-3-carboxylic acid ClC=1C=C(C=C(C1)Cl)C1=CC=NC=2N1N=C(C2C(=O)O)SCC